6-hydroxy-3-phenethyl-1,2,4-triazin-5(2H)-one OC=1C(N=C(NN1)CCC1=CC=CC=C1)=O